4-(4-bromo-1H-pyrazol-1-yl)-2-fluoropyridine BrC=1C=NN(C1)C1=CC(=NC=C1)F